tert-butyl N-[2-methyl-1-oxo-1-(piperazin-1-yl)propan-2-yl]carbamate CC(C(N1CCNCC1)=O)(C)NC(OC(C)(C)C)=O